Methyl 2-(benzo[c][1,2,5]thiadiazol-5-yl)-3-(3-(4-(hydroxymethyl)phenoxy)azetidin-1-yl)benzoate N=1SN=C2C1C=CC(=C2)C2=C(C(=O)OC)C=CC=C2N2CC(C2)OC2=CC=C(C=C2)CO